3-(3,4,5-trimethoxy-phenyl)prop-2-en-1-one COC=1C=C(C=C(C1OC)OC)C=CC=O